5-(3-((1-(4-fluorophenyl)ethyl)amino)-1-(6-methylpyridin-2-yl)-1H-pyrazol-5-yl)pyridine FC1=CC=C(C=C1)C(C)NC1=NN(C(=C1)C=1C=CC=NC1)C1=NC(=CC=C1)C